6-(3-nitro-4-propoxyphenyl)-4,5-dihydro-5-methyl-3(2H)-pyridazinone [N+](=O)([O-])C=1C=C(C=CC1OCCC)C=1C(CC(NN1)=O)C